C(C)(C)(C)OC(=O)N1CC(C1)C1CNCCO1 3-(morpholin-2-yl)azetidine-1-carboxylic acid tert-butyl ester